C(C)(C)(C)OC(=O)NCC(=CCN1NC=C(C1)C(=O)O)F 2-(((tert-butoxycarbonyl)amino)methyl-3-fluoroallyl)-1H-pyrazole-4-carboxylic acid